N[C@H]1CN(C[C@@H](C1)F)C(=O)C=1C=CC=2N(C1)N=C(C2C)C2=CC=1C(=NC(=CC1)C1=C(C(=CC=C1)O)F)N2CC2CC2 ((3R,5R)-3-amino-5-fluoropiperidin-1-yl)(2-(1-(cyclopropylmethyl)-6-(2-fluoro-3-hydroxyphenyl)-1H-pyrrolo[2,3-b]pyridin-2-yl)-3-methylpyrazolo[1,5-a]pyridin-6-yl)methanone